5-Chloro-2-[2-[2-methoxyethyl-[(3R)-1-methyl-3-piperidyl]amino]oxazolo[4,5-b]pyridin-5-yl]-3-methyl-phenol ClC=1C=C(C(=C(C1)O)C1=CC=C2C(=N1)N=C(O2)N([C@H]2CN(CCC2)C)CCOC)C